trifluoromethoxyindole-2,3-dione FC(OC1=C2C(C(NC2=CC=C1)=O)=O)(F)F